2,2-dimethyl-6-(2-carbonylpropyl)-4H-1,3-dioxin-4-one CC1(OC(=CC(O1)=O)CC(C)=C=O)C